FC1=CC=C(C=C1)[C@@H]1N(CCC2=CC=CC=C12)C=1O[C@]2(CN1)CNCC2 (S)-2-((S)-1-(4-fluorophenyl)-3,4-dihydroisoquinolin-2(1H)-yl)-1-oxa-3,7-diazaspiro[4.4]non-2-ene